FC(C1=NN=C(O1)C=1C=NC(=NC1)OC1(CC1)C1=C(C=CC=C1F)F)F 5-[5-(difluoromethyl)-1,3,4-oxadiazol-2-yl]-2-{[1-(2,6-difluorophenyl)cyclopropyl]oxy}pyrimidin